N-butyl-monoethanolamine C(CCC)NCCO